C(C)(=O)N1CCC(CC1)CN1N=C2C3=C(C[C@@H](C2=C1)C)OC(=C3C(F)(F)F)C(=O)NC[C@H]3OCCC3 (4S)-2-[(1-Acetylpiperidin-4-yl)methyl]-4-methyl-N-{[(2S)-oxolan-2-yl]methyl}-8-(trifluoromethyl)-4,5-dihydro-2H-furo[2,3-g]indazole-7-carboxamide